Diethyl-2-[[4-[[1-(9H-fluoren-9-ylmethoxycarbonyl)-4-piperidyl]oxy]anilino]methylene]propanedioate C(C)OC(C(C(=O)OCC)=CNC1=CC=C(C=C1)OC1CCN(CC1)C(=O)OCC1C2=CC=CC=C2C=2C=CC=CC12)=O